C(C)(C)(C)OC(=O)N1CCN(CC1)C=1C=C2C(=NC=NC2=CC1)NC1=CC(=C(C=C1)OC1=CC2=C(N(C=N2)C)C=C1)C.SCCC(CC)=O mercaptopropione tert-butyl-4-[4-({3-methyl-4-[(1-methyl-1,3-benzodiazol-5-yl)oxy]phenyl}amino)quinazolin-6-yl]piperazine-1-carboxylate